6-methyl-[2,3'-bipyridin]-6'-amine CC1=CC=CC(=N1)C=1C=NC(=CC1)N